ClC1=C(C=C(C=C1)C1=CC=2C3=C(C=NC2C=C1)N(C(N3C=3C=C(C#N)C=CC3C)=N)C)OC 3-(8-(4-Chloro-3-methoxyphenyl)-2-imino-3-methyl-2,3-dihydro-1H-imidazo[4,5-c]quinolin-1-yl)-4-methylbenzonitrile